CS(=O)(=O)[N-]C1=CC(=CC=C1)[C@@H](CCN1CC(C1)C1=NC=CC=C1)NC(=O)C1=CC=2C(=NC=3CC[C@@H](CC3C2)C(C)(C)C)S1 |r| methylsulfonyl-[3-[rac-(1R)-3-[3-(2-pyridyl)azetidin-1-yl]-1-[[rac-(6S)-6-tert-butyl-5,6,7,8-tetrahydrothieno[2,3-b]quinoline-2-carbonyl]amino]propyl]phenyl]azanide